3-acetyl-6-[5-[(6-methylpyridazin-3-yl)amino]benzimidazol-1-yl]-N-(2,2,2-trifluoroethyl)pyridine-2-carboxamide C(C)(=O)C=1C(=NC(=CC1)N1C=NC2=C1C=CC(=C2)NC=2N=NC(=CC2)C)C(=O)NCC(F)(F)F